O=NC1CCC1 oxo-cyclobutylamine